3-(tert-butylcarbamoyl)benzoic acid methyl ester COC(C1=CC(=CC=C1)C(NC(C)(C)C)=O)=O